ClC=1C=CC2=C(C[C@H](CC=3N2C(=NN3)[C@@H]3CC[C@H](CC3)C(F)(F)F)OC)C1 |&1:7| racemic-8-chloro-5-methoxy-1-[trans-4-(trifluoromethyl)cyclohexyl]-5,6-dihydro-4H-[1,2,4]triazolo[4,3-a][1]benzazepine